FC=1C=CC(=C(C1)O)NC1=CC=C(C2=NON=C21)[N+](=O)[O-] 5-fluoro-2-((7-nitrobenzo[c][1,2,5]oxadiazol-4-yl)amino)phenol